CCC(CC)CC(=O)N (pentan-3-yl)acetamide